1-(3-(4-((3-methyl-4-((1-methyl-1H-benzo[d][1,2,3]triazol-5-yl)oxy)phenyl)amino)pyrido[3,2-d]pyrimidin-6-yl)-3,6-diazabicyclo[3.1.1]heptan-6-yl)prop-2-en-1-one CC=1C=C(C=CC1OC1=CC2=C(N(N=N2)C)C=C1)NC=1C2=C(N=CN1)C=CC(=N2)N2CC1N(C(C2)C1)C(C=C)=O